oleoyltri-ethylenetetramine C(CCCCCCC\C=C/CCCCCCCC)(=O)NCCNCCNCCN